2-{4-[(2-{3-[(4-methanesulfonyl-2-methoxyphenyl)amino]prop-1-yn-1-yl}-1-(2,2,2-trifluoro-ethyl)-1H-indol-4-yl)amino]piperidin-1-yl}acetic acid CS(=O)(=O)C1=CC(=C(C=C1)NCC#CC=1N(C2=CC=CC(=C2C1)NC1CCN(CC1)CC(=O)O)CC(F)(F)F)OC